isocyanatomethyl-1-methyl-cyclohexyl isocyanate N(=C=O)CC1C(CCCC1)(C)N=C=O